5-(((S)-1-((1-(2-(4-(4-chloro-1-(4-hydroxyphenyl)-2-phenylbut-1-en-1-yl)benzeneOxy)ethyl)piperidin-4-yl)methyl)piperidin-3-yl)amino)-2-(2,6-dioxopiperidin-3-yl)isoindoline ClCCC(=C(C1=CC=C(C=C1)O)C1=CC=C(C=C1)OCCN1CCC(CC1)CN1C[C@H](CCC1)NC=1C=C2CN(CC2=CC1)C1C(NC(CC1)=O)=O)C1=CC=CC=C1